O=S1(CCCC1)=NC(C1=CC=C(C=C1)CC1=NOC(=N1)C(F)(F)F)=O N-(1-oxidotetrahydro-1λ6-thiophen-1-ylidene)-4-((5-(trifluoromethyl)-1,2,4-oxadiazol-3-yl)methyl)benzamide